(S)-5-(3-((difluoromethyl)sulfonyl)-5,5-difluoro-4-hydroxy-4,5,6,7-tetrahydro-1H-indole-1-yl)-2-fluorobenzonitrile FC(S(=O)(=O)C1=CN(C=2CCC([C@H](C12)O)(F)F)C=1C=CC(=C(C#N)C1)F)F